N-(6-((1H-pyrazol-1-yl)methyl)-4-chlorobenzo[d]isoxazol-3-yl)-7-methoxyspiro[chroman-4,2'-[1,3]dithiolane]-8-sulfonamide N1(N=CC=C1)CC1=CC2=C(C(=NO2)NS(=O)(=O)C=2C(=CC=C3C2OCCC32SCCS2)OC)C(=C1)Cl